CC1=CC2[C@H](C(OC=3C=C(C=C(C23)O)CCCCC)(C)C)C1 (3aR)-2,4,4-trimethyl-7-pentyl-3,3a,4,9b-tetrahydrocyclopenta[c]chromen-9-ol